CC1=CC(=NN1)C1=CN=C2N1N=C(C=C2)NC21CCC(CC2)(CC1)C(C)(C)O 2-(4-((3-(5-methyl-1H-pyrazol-3-yl)imidazo[1,2-b]pyridazin-6-yl)amino)bicyclo[2.2.2]octan-1-yl)propan-2-ol